4,4'-(1-phenylbut-1-en-1,2-diyl)diphenol C1(=CC=CC=C1)C(=C(CC)C1=CC=C(C=C1)O)C1=CC=C(C=C1)O